N4-methylpyridine-2,4-diamine CNC1=CC(=NC=C1)N